L-Methioninamide HCl Cl.N[C@@H](CCSC)C(=O)N